N1=NN=C2C1=CN=NS2 TRIAZOLOTHIADIAZIN